C(C=CC1=CC=CC=C1)(=O)[O-] 13C-trans-cinnamate